FC(C(=O)O)(F)F.CC1=CSC=2C1=NC(=CC2)C#N 3-methylthieno[3,2-b]pyridine-5-carbonitrile trifluoroacetate